2-(6-Chloro-benzothiazol-2-ylamino)-1-methyl-1H-benzoimidazole-5-carboxylic acid [(methyl-piperidin-3-yl-carbamoyl)-methyl]-amide hydrochloride Cl.CN(C(=O)CNC(=O)C1=CC2=C(N(C(=N2)NC=2SC3=C(N2)C=CC(=C3)Cl)C)C=C1)C1CNCCC1